CC(COC1=CC=C(C=C1)C)C(C)C 4-methylphenyl 2,3-dimethyl-butyl ether